C(C)(C)=C(O)C(O)CO isopropylidenglycerol